OC[C@H]1C[C@H](NC1=O)COC1=NC=CC2=CC(=C(C=C12)OC(C)C)C(=O)N 1-{[(2s,4r)-4-(hydroxymethyl)-5-oxopyrrolidin-2-yl]methoxy}-7-(prop-2-yloxy)isoquinoline-6-carboxamide